CC=1OC2=C(C1C(=O)O)C=C(C=C2)OCC2=CN=CS2 2-methyl-5-(thiazol-5-ylmethoxy)benzofuran-3-carboxylic acid